FC1=C(C(=C(C(=C1\C=C/C1=CC=C(C=C1)OC)F)F)F)F Z-1,2,3,4,5-pentafluoro-6-(4-methoxystyryl)benzene